[Si](C1=CC=CC=C1)(C1=CC=CC=C1)(C(C)(C)C)OC=1C=C2C=CN(C2=CC1)C1=NC(=NC=C1)N 4-(5-((tert-butyldiphenylsilyl)oxy)-1H-indol-1-yl)pyrimidin-2-amine